C[C@H]1N([C@H](CN(C1)C1=NC=C(C=N1)C(F)(F)F)C)C(=O)NC1CC2(CN(C2)CC=2SC=CC2C)C1 (2R,6S)-2,6-dimethyl-N-{2-[(3-methylthiophen-2-yl)methyl]-2-azaspiro[3.3]heptan-6-yl}-4-[5-(trifluoromethyl)pyrimidin-2-yl]piperazine-1-carboxamide